OCCOC1=C(C=C(C=C1C)C1(C2=CC=CC=C2C=2C=CC=C(C12)CCCCCN)C1=CC(=C(C(=C1)C)OCCO)C)C 9,9-bis[4-(2-hydroxyethoxy)-3,5-dimethylphenyl]fluorenepentanamine